COC(=O)C=1C=C2CCC3(C2=CC1)N(CCC1(C3)CC(C1)(F)F)C(=O)OCC1=CC=CC=C1 3,3-difluoro-2'',3''-dihydrodispiro[cyclobutane-1,4'-piperidine-2',1''-indene]-1',5''-dicarboxylic acid 1'-benzyl 5''-methyl ester